2-Chloro-4-((3S)-8-(5-(4-((4-(3-((2,6-dioxopiperidin-3-yl)amino)phenyl)piperazin-1-yl)methyl)piperidine-1-carbonyl)pyridin-2-yl)-3-methyl-2,8-diazaspiro[4.5]decan-2-yl)benzonitrile ClC1=C(C#N)C=CC(=C1)N1CC2(C[C@@H]1C)CCN(CC2)C2=NC=C(C=C2)C(=O)N2CCC(CC2)CN2CCN(CC2)C2=CC(=CC=C2)NC2C(NC(CC2)=O)=O